pentaerythritol tetra(2-piperazinyl propionate) N1(CCNCC1)C(C(=O)OCC(COC(C(C)N1CCNCC1)=O)(COC(C(C)N1CCNCC1)=O)COC(C(C)N1CCNCC1)=O)C